NC1=C(C(=C(C=N1)NC(C(=O)N1[C@@H](CC[C@H](C1)C)C1=CC=CC=C1)=O)C)C N-(6-amino-4,5-dimethyl-3-pyridyl)-2-[(2S,5R)-5-methyl-2-phenyl-1-piperidyl]-2-oxo-acetamide